FC=1C=C2C(=NN(C2=CC1F)C1OCCCC1)C=1N=CC2=C(N1)CCCN2 5,6-difluoro-1-(oxan-2-yl)-3-[5H,6H,7H,8H-pyrido[3,2-d]pyrimidin-2-yl]indazole